ClC=1C=C(C=CC1OC(F)(F)F)C1CNC1 3-[3-chloro-4-(trifluoromethoxy)phenyl]azetidine